5-(5-amino-7-(3-chlorophenyl)-2-((3-fluoropyridin-2-yl)methyl)-[1,2,4]triazolo[1,5-c]pyrimidin-8-yl)-1-methylpyridin-2(1H)-one NC1=NC(=C(C=2N1N=C(N2)CC2=NC=CC=C2F)C=2C=CC(N(C2)C)=O)C2=CC(=CC=C2)Cl